S(=O)(=O)(O)O.N1=CC=CC(=C1)C1N(C)CCC1.N1=CC=CC(=C1)C1N(C)CCC1 nicotine hemisulfate salt